2-(4-amino-1H-pyrrolo[2,3-b]pyridin-1-yl)acetic acid NC1=C2C(=NC=C1)N(C=C2)CC(=O)O